FC(C=1C=C(C=C(C1)C(F)(F)F)[N+]#N)(F)F 3,5-bis(trifluoromethyl)benzenediazonium